C(C)(C)(C)C1=CC2=C(S1)C1=C(C(C3=C2C(=C(C=C3)F)F)=O)C=CC=C1 2-(tert-butyl)-4,5-difluoro-8H-dibenzo[3,4:6,7]cyclohepta[1,2-b]thiophen-8-one